6-(2-(benzyloxy)ethoxy)-5-bromo-2H-indazol C(C1=CC=CC=C1)OCCOC=1C(=CC2=CNN=C2C1)Br